2-(Benzothiophen-3-yl)-5-methyl-piperidine S1C=C(C2=C1C=CC=C2)C2NCC(CC2)C